BrC=1C=C(C=CC1)N1C=NC=2C1=NC=C(C2)C(C)=O 1-(3-(3-bromophenyl)-3H-imidazo[4,5-b]pyridin-6-yl)ethan-1-one